Cl.FC=1C(=C2C=CN=CC2=CC1)CNC1CC(C1)OC1=CC=C(C=C1)OC(F)(F)F (1r,3r)-N-((6-fluoroisoquinolin-5-yl)methyl)-3-(4-(trifluoromethoxy)phenoxy)cyclobutan-1-amine hydrochloride